ClC(C(=O)NC1=CC=CC=C1)CC1=CC=CC=C1 2-chloro-N,3-diphenylpropanamide